ClC1=C(C=C(OC2=C(N=NN2)C(=O)O)C=C1)F 5-(4-chloro-3-fluorophenoxy)-1H-1,2,3-triazole-4-carboxylic acid